2,4'-dimethyl-3-piperidyl-propiophenone CC1NCCCC1C(C(=O)C1=CC=C(C=C1)C)C